COC=1C=C2C=CC(=CC2=CC1)S(=O)(=O)C1=CC=C(C=C1)CNC(=O)C1=CC=2C(=CN=CC2)S1 N-{[4-(6-methoxynaphthalene-2-sulfonyl)phenyl]methyl}thieno[2,3-c]pyridine-2-carboxamide